C(#N)[C@]1([C@@H](C1)CC)NS(=O)(=O)C=1C=C2C(N(C(N(C2=CC1)CC)=O)CC)=O N-((1S,2R)-1-cyano-2-ethylcyclopropyl)-1,3-diethyl-2,4-dioxo-1,2,3,4-tetrahydroquinazoline-6-sulfonamide